CS(=O)(=O)C=1N=CC2=C(N1)N=C(C=C2C#C[Si](C(C)C)(C(C)C)C(C)C)NC(OC2CCCCC2)=O cyclohexyl (2-(methylsulfonyl)-5-((triisopropylsilyl)ethynyl)pyrido[2,3-d]pyrimidin-7-yl)carbamate